[Ca+2].[NH4+] ammonium calcium